N-(5-(2-fluorophenyl)pyridin-3-yl)-2-((3-(trifluoromethyl)phenyl)amino)pyrimidine-4-carboxamide FC1=C(C=CC=C1)C=1C=C(C=NC1)NC(=O)C1=NC(=NC=C1)NC1=CC(=CC=C1)C(F)(F)F